6-(6'-amino-4-methyl-5-(4-methylpiperazin-1-yl)-[2,3'-bipyridin]-5'-yl)isoquinolin-1(2H)-one NC1=C(C=C(C=N1)C1=NC=C(C(=C1)C)N1CCN(CC1)C)C=1C=C2C=CNC(C2=CC1)=O